(7R)-3-chloro-7-methyl-2-(4,4,5,5-tetramethyl-1,3,2-dioxaborolan-2-yl)-5H,6H,7H-pyrazolo[1,5-a]pyrazine-4-one ClC=1C(=NN2C1C(NC[C@H]2C)=O)B2OC(C(O2)(C)C)(C)C